C(C)OC1=C(C2=C(SC=C2)C=C1)CCNC1=CC(=NC=N1)C1=CC(=C(C(=O)O)C=C1)SC 4-{6-(2-(5-Ethoxy-benzo[b]thiophen-4-yl)-ethylamino)-pyrimidin-4-yl}-2-methylsulfanyl-benzoic acid